2-(4-isopropyl-5-(8-methoxy-[1,2,4]triazolo[1,5-a]pyridin-6-yl)-1H-pyrazol-3-yl)-5-(1-propylpiperidin-4-yl)-4-(trifluoromethyl)thiazole C(C)(C)C=1C(=NNC1C=1C=C(C=2N(C1)N=CN2)OC)C=2SC(=C(N2)C(F)(F)F)C2CCN(CC2)CCC